2,4-dichloro-6-carboxy-1,3,5-triazine ClC1=NC(=NC(=N1)Cl)C(=O)O